2-amino-4-cyclopropoxy-1,3-benzothiazole-6-carboxylic acid methyl ester COC(=O)C1=CC2=C(N=C(S2)N)C(=C1)OC1CC1